BrC1=CC2=C(N(C3=C2N=CN=C3Cl)CC(F)(F)F)C=N1 8-bromo-4-chloro-5-(2,2,2-trifluoroethyl)-5H-pyrido[4',3':4,5]pyrrolo[3,2-d]pyrimidine